trans-(1R,3R)-2,2-dichloro-3-(4-fluoro-3-(trifluoromethyl)phenyl)cyclopropane-1-carboxylic acid ClC1([C@H]([C@@H]1C1=CC(=C(C=C1)F)C(F)(F)F)C(=O)O)Cl